4-(4-(2-methoxyphenyl)-1H-1,2,3-triazol-1-yl)naphthalene COC1=C(C=CC=C1)C=1N=NN(C1)C1=CC=CC2=CC=CC=C12